2,3,3-trimethylindan-1-one CC1C(C2=CC=CC=C2C1(C)C)=O